O1C(=CC2=C1C=CC=C2)CN2CCN(CC2)C2=C(C=NC=C2Cl)Cl 1-(benzofuran-2-ylmethyl)-4-(3,5-dichloropyridin-4-yl)piperazine